O1C=C(C=C1)C=1N=C(C2=C(N1)SC(=C2)C)NCCCC2=C(C=C(C=C2)C2=CC=C(C=C2)OC(F)(F)F)C 2-(furan-3-yl)-6-methyl-N-(3-(3-methyl-4'-(trifluoromethoxy)-[1,1'-biphenyl]-4-yl)propyl)thieno[2,3-d]pyrimidin-4-amine